ClC=1C(=NC=CC1)F chloro-fluoropyridine